N-(6-(5-chloro-2-fluorophenyl)-1-cyclohexyl-1H-pyrazolo[3,4-d]pyrimidin-4-yl)-5-nitrothiophene-2-carboxamide ClC=1C=CC(=C(C1)C1=NC(=C2C(=N1)N(N=C2)C2CCCCC2)NC(=O)C=2SC(=CC2)[N+](=O)[O-])F